O=C1NC(CCC1N1C(C=2C=CC=C(C2C1)C#N)=O)=O 2-(2,6-dioxo-3-piperidyl)-1-oxo-isoindoline-4-carbonitrile